C(CCCCCCC)C1C(C1)COC(CCCCCOCC(COCCCCCCCCC)N(C)C)=O (2-octylcyclopropyl)methyl-6-(2-(dimethylamino)-3-(nonyloxy)propoxy)hexanoate